N-(6-amino-5-methyl-3-pyridyl)-2-[(2R,5S)-5-methyl-2-[2-(1-methyl-4-piperidyl)benzothiophen-5-yl]-1-piperidyl]-2-oxo-acetamide NC1=C(C=C(C=N1)NC(C(=O)N1[C@H](CC[C@@H](C1)C)C=1C=CC2=C(C=C(S2)C2CCN(CC2)C)C1)=O)C